P(=O)(O)(O)OC[C@@H]1[C@H](C[C@@H](O1)N1C=NC=2C(N)=NC=NC12)O 2'-deoxyadenosine-5'-phosphate